FC=1C(=CC2=C(C(=CO2)C(=O)OCC)C1)O Ethyl 5-Fluoro-6-Hydroxybenzofuran-3-Carboxylate